O=C1C2=C(N=C(N1)[C@@H]1[C@H](CC1)C1=NC=CC=N1)N(N=C2C#N)[C@@H](C)C2=NC=C(N=C2)C(F)(F)F 4-oxo-6-((1S,2S)-2-(pyrimidin-2-yl)cyclobutyl)-1-((S)-1-(5-(trifluoromethyl)pyrazin-2-yl)ethyl)-4,5-dihydro-1H-pyrazolo[3,4-d]pyrimidine-3-carbonitrile